6-fluoro-N-methyl-5-(4-(3-(1-oxo-1,2,5,6,7,8-hexahydroisoquinolin-3-yl)pyrrolidin-1-yl)piperidin-1-yl)picolinamide FC1=C(C=CC(=N1)C(=O)NC)N1CCC(CC1)N1CC(CC1)C=1NC(C=2CCCCC2C1)=O